OC1(CCN(CC1)C=1C=CC(=NC1)NC=1C=CC(=C2CNC(C12)=O)C1=CN=C2N1C=CN=C2)CN2CCN(CC2)C 7-((5-(4-hydroxy-4-((4-methylpiperazin-1-yl)meth-yl)piperidin-1-yl)pyridin-2-yl)amino)-4-(imidazo[1,2-a]pyrazin-3-yl)isoindolin-1-one